(S)-tert-butyl 1-(2-chlorophenyl)-3-hydroxypropan-2-ylcarbamate ClC1=C(C=CC=C1)C[C@@H](CO)NC(OC(C)(C)C)=O